C(C1=CC=CC=C1)NC(C(C1=CC(=CC(=C1)OC)OC)N(C(CCCN1CC=CC=C1)=O)C(CC)CC)=O N-(2-(benzylamino)-1-(3,5-dimethoxyphenyl)-2-oxoethyl)-N-(pentan-3-yl)-4-(pyridin-1-yl)butanamide